(R)-2-ethylpiperazine-1-carboxylic acid tert-butyl ester C(C)(C)(C)OC(=O)N1[C@@H](CNCC1)CC